(3R)-3-imidazo[4,5-c]quinolin-1-yl-2,5-dimethyl-hexan-2-ol N1(C=NC=2C=NC=3C=CC=CC3C21)[C@@H](C(C)(O)C)CC(C)C